5-bromo-3-(thieno[2,3-c]pyridin-3-yloxy)pyrazin-2-amine BrC=1N=C(C(=NC1)N)OC1=CSC2=CN=CC=C21